2-(2-chloro-6-fluorophenyl)-N-(3-ethoxy-4-(1-methylpiperidin-4-yl)phenyl)pyrazolo[1,5-a][1,3,5]triazin-4-amine ClC1=C(C(=CC=C1)F)C1=NC=2N(C(=N1)NC1=CC(=C(C=C1)C1CCN(CC1)C)OCC)N=CC2